C(C)(=O)N1CCN(CC1)CCNC(=O)C=1N=C(OC1C=1C=NC=CC1)C1=CC=C(C=C1)C(F)(F)F (2-(4-acetylpiperazin-1-yl)ethyl)-5-(pyridin-3-yl)-2-(4-(trifluoromethyl)phenyl)oxazole-4-carboxamide